benzothiazole-2,6-diamine S1C(=NC2=C1C=C(C=C2)N)N